tert-Butyl (2-chloro-ethyl)-methyl-carbamate ClCCN(C(OC(C)(C)C)=O)C